2-(4-chlorophenyl)-6-(phenanthren-9-yl)-4-(4-pyridin-3-yl-phenyl)-benzoxazole ClC1=CC=C(C=C1)C=1OC2=C(N1)C(=CC(=C2)C=2C1=CC=CC=C1C=1C=CC=CC1C2)C2=CC=C(C=C2)C=2C=NC=CC2